6-(6-(methoxycarbonyl)pyrazin-3-yl)-2,6-diazaspiro[3.4]octan-2-carboxylate COC(=O)C1=CN=C(C=N1)N1CC2(CN(C2)C(=O)[O-])CC1